5-((1-(tert-Butoxycarbonyl)piperidin-4-yl)oxy)-3-isopropyl-1H-pyrrolo[3,2-b]pyridine-1-carboxylic acid tert-butyl ester C(C)(C)(C)OC(=O)N1C=C(C2=NC(=CC=C21)OC2CCN(CC2)C(=O)OC(C)(C)C)C(C)C